NCCCN(CC=1OC=CC1)CCCN N,N-di(3-aminopropyl)-2-furanmethanamine